C(C)C=1N=C(SC1)[C@H](CC1=CC=C(C=C1)NS(O)(=O)=O)NC([C@H](CC(C)C)C(=O)OC)=O 4-{(S)-2-(4-ethylthiazol-2-yl)-2-[(S)-2-(methoxycarbonyl)-4-methylpentanoylamino]ethyl}phenyl-sulfamic acid